NCCN1N=C(C(=C1)NC(C1=C(C=CC=C1Cl)Cl)=O)C(=O)NC1CCN(CC1)C(=O)OCC1=CC=CC=C1 benzyl 4-(1-(2-aminoethyl)-4-(2,6-dichlorobenzamido)-1H-pyrazole-3-carboxamido)piperidine-1-carboxylate